C1(=CC=CC=C1)S(=O)(=O)NCC=1N=NN(C1)[C@H](C(=O)N1[C@@H](C[C@H](C1)O)C(=O)NC)C(C)(C)C (2S,4R)-1-[(2S)-2-[4-(benzenesulfonamidomethyl)triazol-1-yl]-3,3-dimethyl-butanoyl]-4-hydroxy-N-methyl-pyrrolidine-2-carboxamide